O[C@@]1(CC[C@@H]2[C@H]3CC[C@@H]4[C@H](CC[C@H]4[C@@H]3CC[C@@H]2C1)C(CN1N=CC(=C1)C#N)=O)C 1-(2-((3R,5R,8R,9R,10S,13S,14S,17S)-3-hydroxy-3-methylhexadecahydro-1H-cyclopenta[a]phenanthren-17-yl)-2-oxoethyl)-1H-pyrazole-4-carbonitrile